FC1=CC=C(NC2=NN(C3=C2C=NC(=C3)C(=O)N3CCC(CC3)(C)O)CC(F)(F)F)C=C1 [3-(4-fluoroanilino)-1-(2,2,2-trifluoroethyl)pyrazolo[4,3-c]pyridin-6-yl]-(4-hydroxy-4-methyl-1-piperidyl)methanone